(4-(1-ethyl-3-(trifluoromethyl)-1H-1,2,4-triazol-5-yl)phenyl)methanol C(C)N1N=C(N=C1C1=CC=C(C=C1)CO)C(F)(F)F